NC[C@@H]1CC[C@H](CC1)C(=O)O trans-4-(aminomethyl)cyclohexyl-carboxylic acid